1-(2,3,6-trimethoxyphenyl)propan-2-amine COC1=C(C(=CC=C1OC)OC)CC(C)N